N-(9-((2R,3R,4R,5R)-4-(allyloxy)-3-((tert-butyldimethylsilyl)oxy)-5-(((tert-butyldimethylsilyl)oxy)methyl)tetrahydrofuran-2-yl)-9H-purin-6-yl)benzamide C(C=C)O[C@H]1[C@H]([C@@H](O[C@@H]1CO[Si](C)(C)C(C)(C)C)N1C2=NC=NC(=C2N=C1)NC(C1=CC=CC=C1)=O)O[Si](C)(C)C(C)(C)C